rac-(2R,3R)-3-methyl-3-phenyl-oxirane-2-carboxylate C[C@]1([C@@H](O1)C(=O)[O-])C1=CC=CC=C1 |r|